COC1=CC=C(C=C1)S(=O)(=O)N1N=NC(=C1)C1=CC=CC=C1 1-((4-methoxyphenyl)sulfonyl)-4-phenyl-1,2,3-triazole